(R)-6-(2-hydroxy-2-(3'-(trifluoromethoxy)-[1,1'-biphenyl]-3-yl)acetyl)-2-(1-(4-isopropylthiophen-2-yl)cyclopropyl)-3,5,6,7,8,9-hexahydro-4H-pyrimido[5,4-c]azepin-4-one O[C@@H](C(=O)N1CC2=C(CCC1)N=C(NC2=O)C2(CC2)C=2SC=C(C2)C(C)C)C=2C=C(C=CC2)C2=CC(=CC=C2)OC(F)(F)F